N1(CCC1)CC1(CC1)NC(C(C)(C)C1=CC(=CC=C1)OC(F)F)=O N-(1-(azetidin-1-ylmethyl)cyclopropyl)-2-(3-(difluoromethoxy)phenyl)-2-methylpropanamide